8-(6-(1,3-dioxolan-2-yl)hexyl)-4-chloro-6-(4-(1-methylpiperidin-4-yl)piperazin-1-yl)pyrido[2,3-d]pyrimidin-7(8H)-one O1C(OCC1)CCCCCCN1C(C(=CC2=C1N=CN=C2Cl)N2CCN(CC2)C2CCN(CC2)C)=O